The molecule is a member of the class of indoles that is acetamide substituted by a 1H-indol-3-yl group at position 2. It is an intermediate in the production of plant hormone indole acetic acid (IAA). It has a role as a fungal metabolite, a bacterial metabolite and a plant metabolite. It is a N-acylammonia, a monocarboxylic acid amide and a member of indoles. It derives from an acetamide. C1=CC=C2C(=C1)C(=CN2)CC(=O)N